C(C)(C)OC(C[SiH2]C1=CC=CC=C1)OC(C)C diisopropyl-oxyethylphenyl-silane